COC1=NC=C(C(=N1)C)NC1=CC2=C(C=N1)N(C(N2C2CCOCC2)=O)C 6-((2-methoxy-4-methylpyrimidin-5-yl)amino)-3-methyl-1-(tetrahydro-2H-pyran-4-yl)-1,3-dihydro-2H-imidazo[4,5-c]pyridin-2-one